2,2-diethyl-3-sulfopropionic anhydride C(C)C(C(=O)OC(C(CS(=O)(=O)O)(CC)CC)=O)(CS(=O)(=O)O)CC